10-methylpyrido[2,3,4-gh]pyrrolo[3,2,1-de]phenanthridine CC1=CN2C=3C1=CC=CC3C3=CC=CC=1C3=C2N=CC1